N-(3-fluoro-5-methanesulfonamidophenyl)-4-(4,4,5,5-tetramethyl-1,3,2-dioxaborolan-2-yl)thiophene-2-carboxamide FC=1C=C(C=C(C1)NS(=O)(=O)C)NC(=O)C=1SC=C(C1)B1OC(C(O1)(C)C)(C)C